N1(CCCC1)C1=CCCC1 1-(1-pyrrolidinyl)-1-cyclopentene